CN1N=CC2=CC=C(C=C12)C=1C2=C(NN1)C1=C(C2)SC(=C1)C1=CC=C(C=C1)S(=O)(=O)N1CCOCC1 4-((4-(3-(1-Methyl-1H-indazol-6-yl)-1,4-dihydrothieno[2',3':4,5]cyclopenta[1,2-c]pyrazol-6-yl)phenyl)sulfonyl)morpholine